tert-butyl (2S,6R)-4-(8-((8-fluoro-2-(hydroxymethyl)imidazo[1,2-a]pyridin-6-yl)carbamoyl)quinoxalin-5-yl)-2,6-dimethylpiperazine-1-carboxylate FC=1C=2N(C=C(C1)NC(=O)C=1C=CC(=C3N=CC=NC13)N1C[C@@H](N([C@@H](C1)C)C(=O)OC(C)(C)C)C)C=C(N2)CO